CC1=NNC2=CC=C(C(=C12)C1=C(C=C2C(=NC(=NC2=C1F)N1CC(C1)N(C)C)N1C[C@H](N(C[C@@H]1C)C(C=C)=O)C)C(F)(F)F)C 1-((2R,5S)-4-(7-(3,5-dimethyl-1H-indazol-4-yl)-2-(3-(dimethylamino)azetidin-1-yl)-8-fluoro-6-(trifluoromethyl)quinazolin-4-yl)-2,5-dimethylpiperazin-1-yl)prop-2-en-1-one